N-((S)-1-cyclopropylethyl)-5-((R)-2-(5-fluoro-1-methyl-2-oxo-1,2-dihydropyridin-3-yl)pyrrolidin-1-yl)pyrazolo[1,5-a]pyrimidine-3-carboxamide C1(CC1)[C@H](C)NC(=O)C=1C=NN2C1N=C(C=C2)N2[C@H](CCC2)C=2C(N(C=C(C2)F)C)=O